N=1C=NC(C=2C1OCC(N2)=O)=O pyrimido[4,5-b][1,4]oxazine-4,6-dione